C(C)(=O)N[C@@H]1[C@H](C[C@@](C(=O)OC)(OCCNC(=O)OCC2=CC=CC=C2)O[C@H]1[C@H](OC(C)=O)[C@H](OC(C)=O)COC(C)=O)OC(C)=O Methyl 5-acetamido-2-O-(2-benzyloxycarbonylaminoethyl)-4,7,8,9-tetra-O-acetyl-3,5-dideoxy-D-glycero-α-D-galacto-2-nonulopyranosonate